titanium-aluminum compound with titanium [Ti].[Al].[Ti]